methyl 1-(4-chlorobenzyl)-6-fluoro-1H-indole-4-carboxylate ClC1=CC=C(CN2C=CC=3C(=CC(=CC23)F)C(=O)OC)C=C1